FC1=CC=C2C(=NNC2=C1)C=O (6-fluoro-1H-indazol-3-yl)methanone